gamma-acryloxypropyl-trimethoxy-silane C(C=C)(=O)OCCC[Si](OC)(OC)OC